5-(2-aminoethyl)-2-methoxyphenol hydrochloride Cl.NCCC=1C=CC(=C(C1)O)OC